COC1=CC=C(C=C1)C1=NC2=CC=C(C=C2C(=C1CN1CCC(CC1)N1CCCC1)C(=O)NC1(CC1)C1=CC=CC=C1)S(=O)(=O)C 2-[4-(methoxy)phenyl]-6-(methylsulfonyl)-N-(1-phenylcyclopropyl)-3-{[4-(1-pyrrolidinyl)-1-piperidinyl]methyl}-4-quinolinecarboxamide